N1=CN=C(C2=C1NC=C2)C=2C=CC(=NC2)N2CC1N(C(C2)C1)CC=1C=CC(=NC1)N 5-((3-(5-(7H-pyrrolo[2,3-d]pyrimidin-4-yl)pyridin-2-yl)-3,6-diazabicyclo[3.1.1]heptan-6-yl)methyl)pyridin-2-amine